C(C=C)(=O)NCC1=CC=C(C(=O)NC2=C(C=CC=C2)OC2=CC=C(C=C2)OCCOCCOCCOCC(NCCCCC2=CC(=C(C=C2)OCC2=CC(=C(C=C2)F)C(F)(F)F)CNCCO)=O)C=C1 4-(acrylamidomethyl)-N-(2-(4-((16-(4-((4-fluoro-3-(trifluoromethyl)benzyl)oxy)-3-(((2-hydroxyethyl)amino)methyl)phenyl)-11-oxo-3,6,9-trioxa-12-azahexadecyl)oxy)phenoxy)phenyl)benzamide